6-(2-(4-bromo-3-((tert-butyldimethylsilyl)oxy)phenyl)-2-hydroxyethyl)-2,2-dimethyl-4H-1,3-dioxin-4-one BrC1=C(C=C(C=C1)C(CC1=CC(OC(O1)(C)C)=O)O)O[Si](C)(C)C(C)(C)C